(S)-9-(tert-butoxycarbonylamino)-1,4-dioxa-7-spiro[4.4]nonene-7-carboxylate C(C)(C)(C)OC(=O)N[C@H]1C=C(CC12OCCO2)C(=O)[O-]